5-[[(1R)-1-(2-isoindolin-2-yl-6-methyl-4-oxo-chromen-8-yl)ethyl]amino]-2-(trifluoromethyl)pyrimidine-4-carboxylic acid C1N(CC2=CC=CC=C12)C=1OC2=C(C=C(C=C2C(C1)=O)C)[C@@H](C)NC=1C(=NC(=NC1)C(F)(F)F)C(=O)O